N=1N=CN2C1C=CC(=C2)C2=CNC=1N=C(N=C(C12)OC)NC1CCC(CC1)OC 5-([1,2,4]triazolo[4,3-a]pyridin-6-yl)-4-methoxy-N-((1s,4s)-4-methoxycyclohexyl)-7H-pyrrolo[2,3-d]pyrimidin-2-amine